FC1=C(C=CC(=C1)C(NC)=O)NC1CC2(C1)CN(CC2)C(=O)OC(C)(C)C tert-butyl 2-((2-fluoro-4-(methylcarbamoyl) phenyl) amino)-6-azaspiro[3.4]Octane-6-carboxylate